4-(((1'-(tert-butoxycarbonyl)-1',2',3',6'-tetrahydro-[2,4'-bipyridyl]-6-yl)oxy)methyl-yl)-3-fluorobenzoic acid C(C)(C)(C)OC(=O)N1CCC(=CC1)C1=NC(=CC=C1)OCC1=C(C=C(C(=O)O)C=C1)F